C1(CC1)/C=C/C=1C(=C(C=NC1C)C(=O)NC1=CC(=C(C=C1)OC1=CC=NC2=CC(=C(N=C12)OC)OC)F)O 5-[(E)-2-cyclopropylvinyl]-N-[4-[(6,7-dimethoxy-1,5-naphthyridin-4-yl)oxy]-3-fluorophenyl]-4-hydroxy-6-methylpyridine-3-carboxamide